1-hexyl-4-carboxy-2-pyrrolidone C(CCCCC)N1C(CC(C1)C(=O)O)=O